(S)-2-phenyl-4-(1-isothiocyanato-2-(4-nitrophenyl)ethyl)thiazole C1(=CC=CC=C1)C=1SC=C(N1)[C@H](CC1=CC=C(C=C1)[N+](=O)[O-])N=C=S